tetrasodium 3-hydroxy-2,2'-iminodisuccinate OC(C(C(=O)[O-])NC(C(=O)[O-])CC(=O)[O-])C(=O)[O-].[Na+].[Na+].[Na+].[Na+]